C(C)C=1N2C=C(C=C2C=C(C1)C(=O)N1[C@@H](C2=CC=CC=C2CC1)C)C1=C(C=C(C=C1)N1C[C@H](CC1)C(=O)OC)F Methyl (3S)-1-(4-{5-ethyl-7-[(1R)-1-methyl-1,2,3,4-tetrahydroisoquinoline-2-carbonyl]indolizin-2-yl}-3-fluorophenyl)pyrrolidine-3-carboxylate